2-chlorophenetyl 2,4,6-tri-O-acetyl-3-azido-3-deoxy-1-thio-α-D-galactopyranoside C(C)(=O)O[C@H]1[C@@H](SC2=C(C=C(C=C2)OCC)Cl)O[C@@H]([C@@H]([C@@H]1N=[N+]=[N-])OC(C)=O)COC(C)=O